N1C(=CC=C1)OC=1NC=CC1 Azolyl ether